(3R,6R)-N-[5-(2,6-dichlorophenyl)-1H-indazol-3-yl]-6-methylpiperidine-3-carboxamide trifluoroacetate FC(C(=O)O)(F)F.ClC1=C(C(=CC=C1)Cl)C=1C=C2C(=NNC2=CC1)NC(=O)[C@H]1CN[C@@H](CC1)C